CN(C(O[C@@H]1\C=C\C[C@H]([C@H](CC1)COC(N(C)C)=O)N)=O)C (1S,5R,6S,E)-5-Amino-6-(((dimethylcarbamoyl)oxy)methyl)cyclooct-2-en-1-yl dimethylcarbamate